2-[3-[[2-fluoro-3-(methylsulfamoylamino)phenyl]methyl]-2-oxo-7-pyrimidin-2-yloxy-benzopyran-4-yl]-N-(2-hydroxyethoxy)acetamide FC1=C(C=CC=C1NS(NC)(=O)=O)CC=1C(OC2=C(C1CC(=O)NOCCO)C=CC(=C2)OC2=NC=CC=N2)=O